1-phenyl-3,5-dimethyltetrahydropyrazole C1(=CC=CC=C1)N1NC(CC1C)C